(S)-6-((5-oxopyrrolidin-2-yl)methoxy)-4-vinylpyrido[3,4-g]isoquinolin-1(2H)-one O=C1CC[C@H](N1)COC1=NC=CC=2C=C3C(=CC12)C(=CNC3=O)C=C